The molecule is a pseudoguaianolide with anti-inflammatory activity isolated from the aerial parts of Inula hupehensis It has a role as an anti-inflammatory agent and a plant metabolite. It is a gamma-lactone, a cyclic ketone, an organic heterotricyclic compound, a pseudoguaianolide and a secondary alcohol. C[C@@H]1C[C@H]2[C@@H]([C@H](C(=O)O2)C)[C@@H]([C@]3([C@H]1CCC3=O)C)O